OCCOCCNC(OCC1=CC=CC=C1)=O Benzyl (2-(2-hydroxyethoxy)ethyl)carbamate